α-Boc-ε-Fmoc-Lysine C(=O)(OC(C)(C)C)[C@](N)(CCCC(N)C(=O)OCC1C2=CC=CC=C2C2=CC=CC=C12)C(=O)O